1-(4-hydroxyphenyl)-2-((3aR,5s,6aS)-5-(pyrimidin-5-yloxy)hexahydrocyclopenta[c]pyrrol-2(1H)-yl)ethanone OC1=CC=C(C=C1)C(CN1C[C@@H]2[C@H](C1)CC(C2)OC=2C=NC=NC2)=O